BrC1=C(C=C(C2=CC=CC=C12)OC)C(=O)NNC1=CC=C(C=C1)F 1-bromo-N'-(4-fluorophenyl)-4-methoxy-2-naphthoyl-hydrazine